CC1C2C(CN1C(=O)OC(C)(C)C)CNC2 tert-butyl 4-methyl-2,3,3a,4,6,6a-hexahydro-1H-pyrrolo[3,4-c]pyrrole-5-carboxylate